CN(C)CC1(CC1)NC(=O)[C@@]1(C(C1)(F)F)C1=CC=CC=C1 (S)-N-(1-((dimethylamino)methyl)cyclopropyl)-2,2-difluoro-1-phenylcyclopropane-1-carboxamide